OC1=C(C=C(C=C1)NC(=O)C1=C(C=C(C=C1)C1=CC=C(C=C1)C(F)(F)F)OCCCO)NS(=O)(=O)C N-(4-hydroxy-3-(methylsulfonylamino)phenyl)-3-(3-hydroxypropoxy)-4'-(trifluoromethyl)-[1,1'-biphenyl]-4-carboxamide